C(CCCCCCCCCCCCCCCCCCCCC)OC=1C=C(COC2=C(CO)C=CC(=C2)OC)C=C(C1)OCCCCCCCCCCCCCCCCCCCCCC 2-[3',5'-di(docosyloxy)benzyloxy]-4-methoxybenzyl alcohol